C1(CC1)[C@@]1(C(NC[C@H]1CC)=O)C#N (3S,4S)-3-cyclopropyl-4-ethyl-2-oxopyrrolidine-3-carbonitrile